ClC1=CC=CC(=N1)C1=CC(=CN1)S(=O)(=O)NC1=C(C=C(C(=C1)F)OC(F)F)F 5-(6-chloropyridin-2-yl)-N-[4-(difluoromethoxy)-2,5-difluorophenyl]-1H-pyrrole-3-sulfonamide